C1(C=CC=CC1)=NN cyclohexadienone hydrazone